Ethyl (Z)-3-((3-butyl-7-(dimethylamino)-3-ethyl-1,1-dioxido-5-phenyl-2,3,4,5-tetrahydro-1,2,5-benzothiadiazepin-8-yl)oxy)-2-fluoroacrylate C(CCC)C1(NS(C2=C(N(C1)C1=CC=CC=C1)C=C(C(=C2)O\C=C(\C(=O)OCC)/F)N(C)C)(=O)=O)CC